methylenebis(methyl-benzene) sodium [Na].C(C1=C(C=CC=C1)C)C1=C(C=CC=C1)C